BrC=1C2=CN(N=C2C=C(C1)C(=O)OC)C1CN(C1)C(=O)OC(C)(C)C methyl 4-bromo-2-(1-(tert-butoxycarbonyl)azetidin-3-yl)-2H-indazole-6-carboxylate